ClC=1C=C(C)C=C(C1)Cl 3,5-dichlorotoluene